7-(difluoromethyl)-6-fluoro-1-(4-fluoro-2-methylphenyl)-3-(6-methoxy-2-methylpyridin-3-yl)-2,3-dihydroquinazolin-4(1H)-one FC(C1=C(C=C2C(N(CN(C2=C1)C1=C(C=C(C=C1)F)C)C=1C(=NC(=CC1)OC)C)=O)F)F